N-(4-amino-1,3-dihydrofuro[3,4-c]pyridin-7-yl)-2-((5S)-5-methyl-2-(2'-oxo-1',4'-dihydro-2'H-spiro[cyclopropane-1,3'-quinolin]-6'-yl)piperidin-1-yl)-2-oxoacetamide NC1=NC=C(C2=C1COC2)NC(C(=O)N2C(CC[C@@H](C2)C)C=2C=C1CC3(C(NC1=CC2)=O)CC3)=O